(R)-5-((1,3-Dioxolan-2-yl)methyl)-6-chloro-2-methyl-N-(1-(2-methyl-3-(trifluoromethyl)phenyl)ethyl)pyrimidin-4-amine O1C(OCC1)CC=1C(=NC(=NC1Cl)C)N[C@H](C)C1=C(C(=CC=C1)C(F)(F)F)C